1-(5-{4-[(5-chloro-3-fluoropyridin-2-yl)oxy]phenyl}-1,3,4-oxadiazol-2-yl)azetidinone ClC=1C=C(C(=NC1)OC1=CC=C(C=C1)C1=NN=C(O1)N1C(CC1)=O)F